3-(4-(4-cyclopentyl-2-methylpiperazin-1-yl)phenyl)-1H-1,2,4-triazole-3,5-diamine C1(CCCC1)N1CC(N(CC1)C1=CC=C(C=C1)C1(NNC(=N1)N)N)C